(4-fluorophenethyl)-4-oxo-1,4-dihydroquinoline-3-carboxylic acid ethyl ester C(C)OC(=O)C1=CN(C2=CC=CC=C2C1=O)CCC1=CC=C(C=C1)F